N1(CCCCC1)C1=NC=CC=2CNCCC12 (piperidin-1-yl)-5,6,7,8-tetrahydro-2,6-naphthyridine